C(C)OC(CCC1=NC2=C(N1C)C=CC(=C2)Br)=O 3-(5-bromo-1-methyl-benzimidazol-2-yl)propionic acid ethyl ester